BrC=1C(=NN(N1)C)C(C([2H])([2H])[2H])N(C(OC(C)(C)C)=O)C tert-butyl (1-(5-bromo-2-methyl-2H-1,2,3-triazol-4-yl)ethyl-2,2,2-d3)(methyl)carbamate